diaza-bicycloundecene C1(=NNCCCCCCCC1)C1=CCCCCCCCCC1